C(=C)C1=CC=C(C(=O)C2=NC(=NC(=N2)C(C2=CC=C(C=C2)C=C)=O)C(C2=CC=C(C=C2)C=C)=O)C=C1 2,4,6-tris(4-vinylbenzoyl)-1,3,5-triazine